BrC=1SC(=C(C1CC(CCCC)CC)CC(CCCC)CC)Br 2,5-dibromo-3,4-bis(2-ethylhexyl)thiophene